NCCC1=CC(O)=C(O)C=C1 dopamine